{(1r,4r)-4-[6-(Difluoromethyl)-2H-indazol-2-yl]cyclohexyl}methanamine, trifluoroacetate salt FC(C(=O)O)(F)F.FC(C=1C=CC2=CN(N=C2C1)C1CCC(CC1)CN)F